[Zn].ClC=1C=NC(=NC1)N1CCC(CC1)[C@@H]1[C@@H](C1)CCO 2-[(1s,2r)-2-[1-(5-chloropyrimidin-2-yl)-4-piperidinyl]cyclopropyl]ethanol Zinc